(2R)-1-(benzyloxy)-3-[3-fluoro-4-(oxacyclohexan-4-yl) phenyl]-1-oxopropan-2-yl-(2S)-2-[[(tert-butoxy) carbonyl] (methyl) amino]-4-fluoro-4-methylpentanoate C(C1=CC=CC=C1)OC([C@@H](CC1=CC(=C(C=C1)C1CCOCC1)F)OC([C@H](CC(C)(C)F)N(C)C(=O)OC(C)(C)C)=O)=O